1,1'-bis(di-tert-butylphosphino)ferrocene palladium (II) [Pd+2].C(C)(C)(C)P([C-]1C=CC=C1)C(C)(C)C.[C-]1(C=CC=C1)P(C(C)(C)C)C(C)(C)C.[Fe+2]